C(N)(O[C@]1([C@H](CC2=CC=C(C=C12)C)C)C)=O methyl-[(1s,2s)-2,6-dimethyl-2,3-dihydro-1H-inden-1-yl] carbamate